C(C(=C)C)(=O)OCC[NH+](C)C methacryloyloxyethyl-N,N-dimethylammonium